NC(CCCCC)(CCCCC)N Diaminoundecane